ClC1=C(C=CC2=C1O[C@@H]1[C@H](CC2)[C@H]([C@@H](C1)O)\C=C\C(O)C1(CCC1)C1=CC=C(C=C1)F)C(=O)O (1R,2R,3aS,10aR)-5-chloro-1-{(1E,3ξ)-3-[1-(4-fluorophenyl)cyclobutyl]-3-hydroxy-1-propen-1-yl}-2-hydroxy-2,3,3a,9,10,10a-hexahydro-1H-benzo[b]cyclopenta[f]oxepin-6-carboxylic acid